Ethyl 4-(2-cyano-4-(N-((1-methyl-1H-imidazol-5-yl)methyl)propanesulfonamido)phenyl)piperazin-1-formate C(#N)C1=C(C=CC(=C1)N(S(=O)(=O)CCC)CC1=CN=CN1C)N1CCN(CC1)C(=O)OCC